1-(3-phenylpropyl)-1H-tetrazol C1(=CC=CC=C1)CCCN1N=NN=C1